CN1N=C(C=C1)C=1C=C(C=CC1C#N)C1=CC=C(C=C1)C(F)(F)F 3-(1-methyl-1H-pyrazol-3-yl)-4'-(trifluoromethyl)-[1,1'-biphenyl]-4-carbonitrile